N[C@H](C(=O)NC1=CC=C(C=C1)O[Si](C)(C)C(C)(C)C)CCCCNC(C1=CC=C(C=C1)C)(C1=CC=CC=C1)C1=CC=CC=C1 (S)-2-amino-N-(4-((tert-butyldimethylsilyl)oxy)phenyl)-6-((diphenyl(p-tolyl)methyl)amino)hexanamide